methyl 2-(phenylcarbamoylamino)acetate C1(=CC=CC=C1)NC(=O)NCC(=O)OC